O.[Li].[K] potassium-lithium water